CC1OC(CC(C1)OC1=C(CNC(C2=C(N=C(C=C2)C)OC)=O)C=C(C=C1F)F)C N-(2-((2,6-dimethyltetrahydro-2H-pyran-4-yl)oxy)3,5-difluorobenzyl)-2-methoxy-6-methylnicotinamide